Cl.Cl.C1(CC1)C=1C=2N(C=C(N1)C=1C=CC(=C(C1)O)C1=CN=C(N=N1)N1C[C@H](N[C@H](C1)C)C)N=C(N2)C 5-(8-cyclopropyl-2-methyl-[1,2,4]triazolo[1,5-a]pyrazin-6-yl)-2-{3-[(3r,5s)-3,5-dimethylpiperazin-1-yl]-1,2,4-triazin-6-yl}phenol dihydrochloride